1-((cis)-bicyclo[3.1.0]hexan-3-yl)-4-((6-chloropyridazin-3-yl)methyl)-1,4-dihydropyrazine-2,3-dione C12CC(CC2C1)N1C(C(N(C=C1)CC=1N=NC(=CC1)Cl)=O)=O